CC(=C)C=C(C)C 2,4-dimethylpentadiene